O=CCOCCNC(OC(C)(C)C)=O tert-butyl (2-(2-oxoethoxy)ethyl)carbamate